N1[C@H](COCC1)CCO 2-[(3S)-morpholin-3-yl]ethanol